3,3,10,10-tetramethoxy-2,11-dioxa-3,10-disiladodecane CO[Si](OC)(CCCCCC[Si](OC)(OC)OC)OC